FC(C(C)(O)C=1C=C(C=CC1)N1C(C2=CC=CC(=C2C1)C(F)(F)F)=O)(C1=NN=CN1C)F 2-(3-(1,1-difluoro-2-hydroxy-1-(4-methyl-4H-1,2,4-triazol-3-yl)propan-2-yl)phenyl)-4-(trifluoromethyl)isoindolin-1-one